O=S1(C2=C(OC3(COC3)CN1CC=1C=C(C=CC1C)C(CC(=O)O)C1=C(C=3N(C=C1)C(=NN3)C(F)(F)F)C)C=CC=C2)=O 3-(3-((1,1-Dioxidospiro[benzo[b][1,4,5]oxathiazepine-4,3'-oxetan]-2(3H)-yl)methyl)-4-methylphenyl)-3-(8-methyl-3-(trifluoromethyl)-[1,2,4]triazolo[4,3-a]pyridin-7-yl)propanoic acid